COC(=O)[C@@H]1CC[C@H](CC1)NC1=NC=CC=C1 Trans-4-(pyridin-2-ylamino)cyclohexanecarboxylic acid methyl ester